1-(3-chloro-4-(trifluoromethoxy)phenyl)-2-ethynyl-5-(4-methylpiperazin-1-yl)-1H-benzo[d]imidazole ClC=1C=C(C=CC1OC(F)(F)F)N1C(=NC2=C1C=CC(=C2)N2CCN(CC2)C)C#C